7-chloro-6-fluoro-4-hydroxy-1-(2-isopropyl-4,6-dimethylpyridin-3-yl)-1,8-naphthyridin-2(1H)-one ClC1=C(C=C2C(=CC(N(C2=N1)C=1C(=NC(=CC1C)C)C(C)C)=O)O)F